CC1=C(C=C(C=C1CC1=C(C=CC=C1)C)C)C(=N)N(C)CC (2,5-dimethyl-3-(2-methylbenzyl)phenyl)-N-ethyl-N-methyl-formamidine